NC1=CC=C(C(=C1C(=O)N1[C@@H](CCCC1)C=1C=NN(C1)C)F)C=1C=C2C(=NC1)NCC21CCC(CC1)O (6-Amino-2-fluoro-3-((1S,4s)-4-hydroxy-1',2'-dihydrospiro[cyclohexane-1,3'-pyrrolo[2,3-b]pyridin]-5'-yl)phenyl)((S)-2-(1-methyl-1H-pyrazol-4-yl)piperidin-1-yl)methanone